CC1=C(C(=C(C(=C1Cl)O)C/C=C(\\C)/CC/C=C(\\C)/[C@@H]2C[C@@H](C(O2)(C)C)O)O)C=O The molecule is a dihydroxybenzaldehyde that is 2,4-dihydroxybenzaldehyde which is substituted by a {(2E,6E)-7-[(2S,4S)-4-hydroxy-5,5-dimethyltetrahydrofuran-2-yl]-3-methylocta-2,6-dien-1-yl} group at position 3, chlorine at position 5, and a methyl group at position 6. A meroterpenoid produced by various filamentous fungi, including Acremonium egyptiacum. It is a dihydroxybenzaldehyde, a member of resorcinols, a member of monochlorobenzenes, an olefinic compound, a monohydroxytetrahydrofuran, a meroterpenoid and a sesquiterpenoid. It is a conjugate acid of an ascofuranol(1-).